N-[2-(3-aminoazetidin-1-yl)-2-oxoethyl]-2-chloro-4-[[3-[3-(trifluoromethyl)-1H-pyrazol-4-yl]imidazo[1,2-a]pyrazin-8-yl]amino]benzamide NC1CN(C1)C(CNC(C1=C(C=C(C=C1)NC=1C=2N(C=CN1)C(=CN2)C=2C(=NNC2)C(F)(F)F)Cl)=O)=O